(2S)-4-[(3-isothiocyanato-2,5-dimethyl-phenyl)methyl]-2-methyl-piperazine-1-carboxylic acid tert-butyl ester C(C)(C)(C)OC(=O)N1[C@H](CN(CC1)CC1=C(C(=CC(=C1)C)N=C=S)C)C